bis(3,4-epoxy cyclohexyl methyl) adipate C(CCCCC(=O)OCC1CC2C(CC1)O2)(=O)OCC2CC1C(CC2)O1